Bromoquinazoline-2,4-diol BrC1=C2C(=NC(=NC2=CC=C1)O)O